CC1=CC(=C(S1=O)NC1=C(C=CC=C1)[N+](=O)[O-])C#N 5-methyl-2-[(2-nitrophenyl)amino]-3-cyanothiopheneON